C[O-].C[O-].C[O-].[OH-].[Hf+4] hafnium (IV) monohydroxide trimethoxide